NC1=C2C(=NC(=N1)OCCO)NN=C2 2-((4-amino-1H-pyrazolo[3,4-d]pyrimidin-6-yl)oxy)ethane-1-ol